2-[(6-bromo-3-oxazol-2-yl-4-quinolinyl)amino]-6-methoxy-benzoic acid BrC=1C=C2C(=C(C=NC2=CC1)C=1OC=CN1)NC1=C(C(=O)O)C(=CC=C1)OC